ClC=1C=C(C=CC1OC(F)(F)F)C1CN(C1)C(=O)N1CC2(C1)CC(C2)N2N=C(N=C2)C2CC2 [3-[3-chloro-4-(trifluoromethoxy)phenyl]azetidin-1-yl]-[6-(3-cyclopropyl-1,2,4-triazol-1-yl)-2-azaspiro[3.3]heptan-2-yl]methanone